n-Butyl-p-Chlorophenol C(CCC)C1=C(C=CC(=C1)Cl)O